Cl.ClC1=C(C=CC(=C1)C(F)(F)F)[C@@H](C(F)F)NC (S)-1-(2-chloro-4-(trifluoromethyl)phenyl)-2,2-difluoro-N-methylethan-1-amine hydrogen chloride